tert-butyl 2-(3-((5-(2-(1-(2-methoxyethyl)-1H-pyrazol-4-yl)pyrazolo[5,1-b]thiazole-7-carboxamido)-6-methylpyridin-3-yl)amino)-3-oxopropyl)pyrrolidine-1-carboxylate COCCN1N=CC(=C1)C1=CN2C(S1)=C(C=N2)C(=O)NC=2C=C(C=NC2C)NC(CCC2N(CCC2)C(=O)OC(C)(C)C)=O